Tris(ethylacetoacetate) zirconium [Zr+3].C(C)CC(CC(=O)[O-])=O.C(C)CC(CC(=O)[O-])=O.C(C)CC(CC(=O)[O-])=O